C12C3C(C(C3C(C(C1C(=O)O)C(=O)O)C2)C(=O)O)C(=O)O tricyclo[4.2.1.0<2,5>]Nonan-3,4,7,8-tetracarboxylic acid